2-(1-methyl-1H-pyrazol-4-yl)tetrahydrofuran-2-carboxylic acid CN1N=CC(=C1)C1(OCCC1)C(=O)O